ethyl 6-chloro-7,8-difluoro-1-(1-methylcyclopropyl)-4-oxo-1,4-dihydroquinoline-3-carboxylate ClC=1C=C2C(C(=CN(C2=C(C1F)F)C1(CC1)C)C(=O)OCC)=O